dicyclopentyl-(3,5-difluorophenyl)chlorophenylphosphine C1(CCCC1)C=1C(=C(C=CC1)P(Cl)C1=CC(=CC(=C1)F)F)C1CCCC1